DIKETOPIPERAZIN C1CN=C(C(=N1)[O])[O]